2-(tert-butyl) 8a-methyl (R)-6-oxo-4,6,7,8-tetrahydroisoquinoline-2,8a(1H,3H)-dicarboxylate O=C1C=C2CCN(C[C@]2(CC1)C(=O)OC)C(=O)OC(C)(C)C